N1N=CC2=C1C=CC=1C=3C=CC=CC3C=CC12 phenanthrodiazole